CC=1N=C(SC1C1=NC(=NC=C1)NC)N 4-methyl-5-(2-(methylamino)pyrimidin-4-yl)thiazol-2-amine